1-[(E)-[4-[1,4-dimethyl-5-[1-oxo-6-(trifluoromethoxy)-3,4-dihydroisoquinolin-2-yl]pyrazol-3-yl]phenyl]methyleneamino]-3-(2-isopropyl-5-methyl-phenyl)thiourea CN1N=C(C(=C1N1C(C2=CC=C(C=C2CC1)OC(F)(F)F)=O)C)C1=CC=C(C=C1)\C=N\NC(=S)NC1=C(C=CC(=C1)C)C(C)C